C(C(=O)N)(=O)OC1CC(CCC1C(C)C)C menthyl oxamate